1-(2,4-difluoro-phenyl)-3-{3-fluoro-4-[7-(5-methyl-1H-imidazol-2-yl)-1-oxo-2,3-dihydro-1H-isoindol-4-yl]-phenyl}-urea FC1=C(C=CC(=C1)F)NC(=O)NC1=CC(=C(C=C1)C1=C2CNC(C2=C(C=C1)C=1NC(=CN1)C)=O)F